ClC1=C(C=C(C=C1F)C1(CC1)C1=NOC(=N1)CC(C(=O)O)=C)F ((3-(1-(4-chloro-3,5-difluorophenyl)cyclopropyl)-1,2,4-oxadiazol-5-yl)methyl)acrylic acid